FC1=CC=2N(C=C1)C(=CN2)C2=CC=C1C(=CN=C(C1=C2)N)C=2SC(=C(N2)[C@H]2NCCC2)C2CCOCC2 (S)-7-(7-fluoroimidazo[1,2-a]pyridine-3-yl)-4-(4-(pyrrolidin-2-yl)-5-(tetrahydro-2H-pyran-4-yl)thiazol-2-yl)isoquinolin-1-amine